BrC1=CC(=C(C=C1)C(F)(F)F)Cl 4-Bromo-2-chloro-1-(trifluoromethyl)benzene